The molecule is the simplest member of the class of isocoumarins that is 1H-isochromene which is substituted by an oxo group at position 1. It derives from a hydride of a 1H-isochromene. C1=CC=C2C(=C1)C=COC2=O